C(O)(O)=O.C(C1=CC=CC=C1)N(C(=O)C=1C(=NC(=NC1)N1CCN(CC1)C)NC1=CC=CC=C1)C/C=C/C (E)-4-(N-benzyl-2-(4-methyl-1-piperazinyl)-4-anilinopyrimidine-5-carboxamido)-2-butene carbonate